[K].[Na].[K] Potassium sodium potassium